NC1=NC=C(C=C1O[C@@H](C)C=1C=C(C=CC1)NC(C1=CC(=CC=C1)OC(F)(F)F)=O)Cl (S)-N-(3-(1-((2-amino-5-chloropyridin-3-yl)oxy)ethyl)-phenyl)-3-(trifluoromethoxy)-benzamide